(S)-ethyl 8-(2-amino-6-((R)-2,2,2-trifluoro-1-(4-propoxy-[1,1':3',1''-terphenyl]-4'-yl)ethoxy)pyrimidin-4-yl)-2,8-diazaspiro[4.5]decane-3-carboxylate NC1=NC(=CC(=N1)N1CCC2(C[C@H](NC2)C(=O)OCC)CC1)O[C@@H](C(F)(F)F)C1=C(C=C(C=C1)C1=CC=C(C=C1)OCCC)C1=CC=CC=C1